2-(5-Fluoropyridin-3-yl)-4-{[2-(5-methoxy-2-methyl-1H-indol-3-yl)ethyl]amino}-5H,6H,7H,8H-pyrido[3,4-d]pyrimidin-7-ium chloride [Cl-].FC=1C=C(C=NC1)C=1N=C(C2=C(N1)C[NH2+]CC2)NCCC2=C(NC1=CC=C(C=C21)OC)C